(±)-7-methoxy-2-(3-(3,3,3-trifluoropropylidene)cyclohexyl)-[1,2,4]triazolo[1,5-c]quinazolin-5-amine COC1=CC=CC=2C=3N(C(=NC12)N)N=C(N3)[C@H]3CC(CCC3)=CCC(F)(F)F |r|